tert-butyl ((3'-chloro-2'-(3-(5-((((R)-2-hydroxypropyl)amino)methyl)picolinamido)-2-methylphenyl)-6-methoxy-[2,4'-bipyridin]-5-yl)methyl)(((S)-5-oxopyrrolidin-2-yl)methyl)carbamate ClC=1C(=NC=CC1C1=NC(=C(C=C1)CN(C(OC(C)(C)C)=O)C[C@H]1NC(CC1)=O)OC)C1=C(C(=CC=C1)NC(C1=NC=C(C=C1)CNC[C@@H](C)O)=O)C